FC(CCS(=O)(=O)NC1=C(C=C(C=C1)C1=NC=2C=NC(=NC2N(C1=O)C(C)C)N[C@@H]1CN(C[C@@H](C1)CF)C(=O)OC(C)(C)C)F)(C)F tert-Butyl (3S,5R)-3-[[6-[4-(3,3-difluorobutylsulfonylamino)-3-fluoro-phenyl]-8-isopropyl-7-oxo-pteridin-2-yl]amino]-5-(fluoromethyl)piperidine-1-carboxylate